O[C@H](CC(=O)N(C)C1CCC(CC1)N1N=C2C=C(C(=CC2=C1)C(=O)NC=1C=NN2C1N=CC=C2)OC)C 2-((1S,4r)-4-((S)-3-Hydroxy-N-methylbutanamido)cyclohexyl)-6-methoxy-N-(pyrazolo[1,5-a]pyrimidin-3-yl)-2H-indazole-5-carboxamide